1-(3-chloropyridin-2-yl)-3-[(5-(trifluoromethyl)-2H-tetrazol-2-yl)methyl]-1H-pyrazole-5-carbonyl chloride ClC=1C(=NC=CC1)N1N=C(C=C1C(=O)Cl)CN1N=C(N=N1)C(F)(F)F